C(N)([S-])=S.[N+3].C(N)([S-])=S.C(N)([S-])=S nitrogen (dithiocarbamate)